(R or S)-(3-(3-fluoro-4-methylphenyl)-3-(1,2,4-thiadiazol-5-yl)pyrrolidin-1-yl)(1-(2-methoxyethyl)-5-methyl-1H-indazol-3-yl)methanone FC=1C=C(C=CC1C)[C@]1(CN(CC1)C(=O)C1=NN(C2=CC=C(C=C12)C)CCOC)C1=NC=NS1 |o1:8|